2-(3-Chloro-4-(trifluoromethyl)phenoxy)-1-(3-fluoro-4-(5-(trifluoromethyl)-1,2,4-oxadiazol-3-yl)phenyl)ethan-1-on ClC=1C=C(OCC(=O)C2=CC(=C(C=C2)C2=NOC(=N2)C(F)(F)F)F)C=CC1C(F)(F)F